N-hydroxyethyl-N-hydroxyisopropyl-N'-hydroxyethyl-pentylenediamine OCCN(CCCCCN(CCO)C(C)C)O